O=C1NC(CCC1N1C(N(C2=C1C=CC=C2N2CCC(CC2)N(C(OC(C)(C)C)=O)C)C)=O)=O 1-Tert-butyl (1-(1-(2,6-dioxopiperidin-3-yl)-3-methyl-2-oxo-2,3-dihydro-1H-benzo[d]imidazol-4-yl)piperidin-4-yl)(methyl)carbamate